N-(1-(5-bromo-3-chloro-pyridin-2-yl)-ethyl)-2,4-dichloronicotinamide BrC=1C=C(C(=NC1)C(C)NC(C1=C(N=CC=C1Cl)Cl)=O)Cl